C(CC(C)C)NC(=O)NC1=CC(=CC=C1)NC1=C(C=C(C=C1)OCC1=NC=CC=C1)C 1-Isopentyl-3-(3-((2-methyl-4-(pyridin-2-ylmethoxy)phenyl)amino)phenyl)urea